(2s,5s)-4-((3-cyclopropyl-1,2,4-oxadiazol-5-yl)(4-fluorophenyl)methyl)-5-(methoxymethyl)-2-methylpiperazine-1-carboxylic acid tert-butyl ester C(C)(C)(C)OC(=O)N1[C@H](CN([C@@H](C1)COC)C(C1=CC=C(C=C1)F)C1=NC(=NO1)C1CC1)C